Cl.FC(C1=CC=C(C=C1)[C@@H](C)N)(F)F (R)-1-(4-(trifluoromethyl)phenyl)ethan-1-amine hydrochloride